tert-butyl (14-((2-((2-(2-(2-hydroxyethoxy)ethoxy)ethyl)amino)-3,4-dioxocyclobut-1-en-1-yl)amino)-3,6,9,12-tetraoxatetradecyl)carbamate OCCOCCOCCNC1=C(C(C1=O)=O)NCCOCCOCCOCCOCCNC(OC(C)(C)C)=O